C(C(=C([2H])[2H])[2H])(=O)N1CCC(CC1)[C@@H]1CCNC=2N1N=C(C2C(=O)N)C2=CC=C(C=C2)OC2=CC=CC=C2 (S)-7-(1-(acryloyl-d3)piperidin-4-yl)-2-(4-phenoxyphenyl)-4,5,6,7-tetrahydropyrazolo[1,5-a]pyrimidine-3-carboxamide